ClC1=C(C(NC)=S)C=C(C=C1)CC=1OC(=NN1)C1=C(N=C2N1C=CC=C2)C2=CC=C(C=C2)Cl 2-Chloro-5-((5-(2-(4-chlorophenyl)imidazo[1,2-a]pyridin-3-yl)-1,3,4-oxadiazol-2-yl)methyl)-N-methylbenzothioamide